CN(C(=O)C=1C=C(C(N(C1C)C1=CC(=CC=C1)C(F)(F)F)=O)C(=O)NCC1=CC=C(C(=O)OC)C=C1)C methyl 4-{[({5-[(dimethylamino)carbonyl]-6-methyl-2-oxo-1-[3-(trifluoromethyl)phenyl]-1,2-dihydropyridin-3-yl}carbonyl)amino]methyl}benzoate